C(CC=CCCCCCCCCC)(=O)O 3-Tridecenoic acid